CC1=C(C=CC=C1)C1=C(C=CC(=N1)NS(=O)(=O)C1=CC=CC(=N1)N1C[C@H](NCC1)C(=O)O)C(F)(F)F (2S)-4-(6-{[6-(2-methylphenyl)-5-(trifluoromethyl)pyridin-2-yl]Sulfamoyl}pyridin-2-yl)piperazine-2-carboxylic acid